2-(4-fluorophenyl)-N-{4-[3-(pyridin-2-yl)-1H-pyrrolo[3,2-b]pyridin-2-yl]pyridin-2-yl}propanamide FC1=CC=C(C=C1)C(C(=O)NC1=NC=CC(=C1)C1=C(C2=NC=CC=C2N1)C1=NC=CC=C1)C